2-(4-Fluorophenyl)-3-(1H-indol-5-yl)imidazo[4,5-b]pyridin FC1=CC=C(C=C1)C1=NC=2C(=NC=CC2)N1C=1C=C2C=CNC2=CC1